4'-bromomethyl-2-biphenyl-carboxylic acid n-butyl ester C(CCC)OC(=O)C=1C(=CC=CC1)C1=CC=C(C=C1)CBr